C(=C)[Mg]Br Vinylmagnesium bromide